BrC1=CC=C(C=C1)NC(=S)N\N=C\1/C(NC2=CC=C(C=C12)F)=O (Z)-N-(4-bromophenyl)-2-(5-fluoro-2-oxoindolin-3-ylidene)hydrazinecarbothioamide